O=C1CC=CC=2N=CC3=C(C#CC21)C=CC=C3 11,12-didehydro-oxodibenz[b,f]azocine